2-N-(4-(aminomethyl)piperidin-1-yl)-5-chlorobenzofuran-2-carboxamide 2,2,2-trifluoroacetate salt FC(C(=O)O)(F)F.NCC1CCN(CC1)NC(=O)C=1OC2=C(C1)C=C(C=C2)Cl